(R)-5-fluoro-1-(4-fluorophenyl)benzo[d][1,3,2]thiaselenazol-1-one FC=1C=CC2=C([Se]NS2(=O)C2=CC=C(C=C2)F)C1